FC1=C2C(=NC=3N(C2=CC=C1)C(=NN3)C)N3CCCC1=C(C=CC=C31)C#CC3(CC3)CF fluoro-5-(5-((1-(fluoromethyl)cyclopropyl)ethynyl)-3,4-dihydroquinolin-1(2H)-yl)-1-methyl-[1,2,4]triazolo[4,3-a]quinazoline